C(C)(=O)[O-].C(C)(=O)[O-].[Na+].[Na+] Natrium diacetat